Cl.Cl.COC=1C=C2C(=NNC2=CC1)CCNCC1=CC(=CC=C1)OC 2-(5-methoxy-1H-indazol-3-yl)-N-(3-methoxybenzyl)ethan-1-amine dihydrochloride